5-(trans-2-pentenyl)-dihydroxybenzoic acid C(\C=C\CC)C=1C=C(C(=C(C(=O)O)C1)O)O